NC1=C(C=C(C=N1)C1=CC=C(C=C1)C(=O)N1[C@H](CCC1)CN1CCCC1)OCC1=C(C=C(C=C1)F)Cl {4-[6-amino-5-(2-chloro-4-fluoro-benzyloxy)-pyridin-3-yl]-phenyl}-[(2R)-2-pyrrolidin-1-ylmethyl-pyrrolidin-1-yl]-methanone